2,6-dichloro-N-((1s,3s)-3-(6-((4-(4-((4-(2-(2,6-dioxopiperidin-3-yl)-1,3-dioxoisoindolin-4-yl)piperazin-1-yl)methyl)piperidin-1-yl)phenyl)amino)-9H-purin-9-yl)cyclobutyl)benzamide ClC1=C(C(=O)NC2CC(C2)N2C3=NC=NC(=C3N=C2)NC2=CC=C(C=C2)N2CCC(CC2)CN2CCN(CC2)C2=C3C(N(C(C3=CC=C2)=O)[C@@H]2C(NC(CC2)=O)=O)=O)C(=CC=C1)Cl